C1(=CC=CC=C1)P(C1=C(C/N=C/C2=NC(=CC=C2)CP(C2=CC=CC=C2)C2=CC=CC=C2)C=CC=C1)C1=CC=CC=C1 (E)-N-(2-(diphenylphosphino)benzyl)-1-(6-((diphenylphosphino)methyl)pyridine-2-yl)methanimine